methacrylamidoMethyltri-n-propoxysilane C(C(=C)C)(=O)NC[Si](OCCC)(OCCC)OCCC